C(C)(=O)O[C@H]1[C@H](O[C@@H]([C@@H]([C@H]1OC(C)=O)NC(C)=O)SCCOCCOCCOCCNC(OC(C)(C)C)=O)COC(C)=O (2R,3R,4R,5R,6R)-5-acetamido-2-(acetoxymethyl)-6-((2,2-dimethyl-4-oxo-3,8,11,14-tetraoxa-5-azahexadecan-16-yl)thio)tetrahydro-2H-pyran-3,4-diyl diacetate